N,N-dimethylurea CN(C(=O)N)C